2-[3-chloro-6-[5-methyl-1-[1-(oxetan-3-yl)-4-piperidyl]triazol-4-yl]pyrazolo[1,5-a]pyridin-4-yl]oxy-1-(3,5-difluoro-2-pyridyl)ethanone ClC=1C=NN2C1C(=CC(=C2)C=2N=NN(C2C)C2CCN(CC2)C2COC2)OCC(=O)C2=NC=C(C=C2F)F